N-(prop-2-yn-1-yl)-1H-indol-7-amine C(C#C)NC=1C=CC=C2C=CNC12